1-(tert-butoxycarbonyl)-4-methyl-1,2,5,6-tetrahydropyridine-2-carboxylic acid C(C)(C)(C)OC(=O)N1C(C=C(CC1)C)C(=O)O